(2S)-2-[(2S,3S)-2-[(2S)-2-acetamido-3-(4-hydroxyphenyl)propanamido]-3-methylpentanamido]-2,5,5-trimethylhexanoic acid C(C)(=O)N[C@H](C(=O)N[C@H](C(=O)N[C@](C(=O)O)(CCC(C)(C)C)C)[C@H](CC)C)CC1=CC=C(C=C1)O